NC1=C2C(=NC=N1)N(N=C2C2=CC=C(C=C2)OC2=CC=CC=C2)C2CCN(CC2)CC2CCN(CC2)C2CN(C2)C(=O)OC(C)(C)C tert-butyl 3-(4-((4-(4-amino-3-(4-phenoxyphenyl)-1H-pyrazolo[3,4-d]pyrimidin-1-yl)piperidin-1-yl)methyl)piperidin-1-yl)azetidine-1-carboxylate